C(CC(O)(C(=O)O)CC(=O)O)(=O)O.FC1=CC=C(S1)CC[C@]1(CN(CC1)C(C)(C)C=1C=NC(=CC1)C)CNS(=O)(=O)C(C)C |o1:21| (S or R)-N-((3-(2-(5-fluorothiophen-2-yl)ethyl)-1-(2-(6-methylpyridin-3-yl)propan-2-yl)pyrrolidin-3-yl)methyl)propane-2-sulfonamide citrate